4-(3-chlorophenyl)-2-(4-nitrophenoxy)-1,3,2-dioxaphosphorinane-2-oxide ClC=1C=C(C=CC1)C1OP(OCC1)(OC1=CC=C(C=C1)[N+](=O)[O-])=O